C(CCCCCCC)[C@@H]1[C@H](C1)C(=O)O |r| trans-(1SR,2SR)-2-octylcyclopropanecarboxylic acid